O1C=NC2=C1C=CC=C2 1,3-benzoxazol